CC=1N=CC2=C(N1)N(C(C(=C2)C2CCN(CC2)C(=O)OC(C)(C)C)=O)CC2=NC=CC=C2OC(F)(F)F tert-butyl 4-(2-methyl-7-oxo-8-((3-(trifluoromethoxy)pyridin-2-yl)methyl)-7,8-dihydropyrido[2,3-d]pyrimidin-6-yl)piperidine-1-carboxylate